NC=1C=2N(C3=CC(=C(C=C3N1)F)C(=O)N([C@@H]1COC3=C1C=CC(=C3)[C@H]3[C@@H](C3)C3=NC=CC=C3)C)C=NC2 Trans-4-amino-7-fluoro-N-methyl-N-((3S)-6-(2-(pyridin-2-yl)cyclopropyl)-2,3-dihydrobenzofuran-3-yl)imidazo[1,5-a]quinoxaline-8-carboxamide